C(C)(C)(C)C1=CC(=C(C=C1)O)C p-tert-butyl-2-methylphenol